Dioctyl-Tin Distearate C(CCCCCCCCCCCCCCCCC)(=O)[O-].C(CCCCCCCCCCCCCCCCC)(=O)[O-].C(CCCCCCC)[Sn+2]CCCCCCCC